4-((7-((1-(methylsulfonyl)piperidin-4-yl)amino)-2-phenyl-1H-indol-5-yl)methyl)thiomorpholine-1,1-dioxide CS(=O)(=O)N1CCC(CC1)NC=1C=C(C=C2C=C(NC12)C1=CC=CC=C1)CN1CCS(CC1)(=O)=O